OP(O)OP(O)O.C1(CCCCC1)C(O)(C(CO)(CO)CO)C1CCCCC1 dicyclohexyl-pentaerythritol diphosphite